ClC=1C=C(C(=O)N2CC=3N=C(N(C(C3C[C@H]2C)=O)C2=CC3=C(C(=NO3)N(C(OC(C)(C)C)=O)C)C=C2)SC)C=CC1Cl tert-butyl (R)-(6-(7-(3,4-dichlorobenzoyl)-6-methyl-2-(methylthio)-4-oxo-5,6,7,8-tetrahydropyrido[3,4-d]pyrimidin-3(4H)-yl)benzo[d]isoxazol-3-yl)(methyl)carbamate